9',9''''-(5-(2,6-diphenylpyrimidin-4-yl)-1,3-phenylene)bis(9'H-9,3':6',9''-tercarbazole) C1(=CC=CC=C1)C1=NC(=CC(=N1)C=1C=C(C=C(C1)N1C2=CC=C(C=C2C=2C=C(C=CC12)N1C2=CC=CC=C2C=2C=CC=CC12)N1C2=CC=CC=C2C=2C=CC=CC12)N1C2=CC=C(C=C2C=2C=C(C=CC12)N1C2=CC=CC=C2C=2C=CC=CC12)N1C2=CC=CC=C2C=2C=CC=CC12)C1=CC=CC=C1